tert-Butyl 2-((7-(2-(tert-butoxycarbonylamino)ethyl)-8-(3-(ethoxycarbonyl)cyclohexyl amino)-3-methyl-2,6-dioxo-2,3,6,7-tetrahydro-1H-purin-1-yl)methyl)-4-chloro-1H-indole-1-carboxylate C(C)(C)(C)OC(=O)NCCN1C(=NC=2N(C(N(C(C12)=O)CC=1N(C2=CC=CC(=C2C1)Cl)C(=O)OC(C)(C)C)=O)C)NC1CC(CCC1)C(=O)OCC